C(CCCCC)N1CN(CC=C1)C 1-hexyl-3-methylpyrimidine